5,7-dimethoxy-3-(3-((5-(3-nitrophenyl)-1,3,4-oxadiazol-2-yl)thio)propoxy)-2-(3,4,5-trimethoxyphenyl)-4H-chromen-4-one COC1=C2C(C(=C(OC2=CC(=C1)OC)C1=CC(=C(C(=C1)OC)OC)OC)OCCCSC=1OC(=NN1)C1=CC(=CC=C1)[N+](=O)[O-])=O